N-[5-ethylsulfonyl-6-[1-oxo-6-(trifluoromethyl)-3H-pyrrolo[3,4-c]pyridin-2-yl]-2-pyridinyl]-N-methyl-cyclopropanecarboxamide C(C)S(=O)(=O)C=1C=CC(=NC1N1CC=2C=NC(=CC2C1=O)C(F)(F)F)N(C(=O)C1CC1)C